(S)-(7-(3,4-dimethoxy-phenyl)pyrazolo[1,5-a]pyrimidin-2-yl)(3-hydroxypyrrolidin-1-yl)methanone COC=1C=C(C=CC1OC)C1=CC=NC=2N1N=C(C2)C(=O)N2C[C@H](CC2)O